O[C@]1(C2C([C@@]3(CCC[C@]3(CC1)C)C)[C@H](CC1CCCCC12)C(C)=O)C 1-((3aS,4S,6aS,6bR,8aS,10R,12aS,12bS)-10-hydroxy-3a,10,12a-trimethyloctadecahydronaphtho[2,1-e]azulen-4-yl)ethan-1-one